NC1=NN(C=C1C=1C=C2CCNC(C2=CC1)=O)C=1C=C(C=CC1)NS(=O)(=O)C=C N-(3-(3-amino-4-(1-oxo-1,2,3,4-tetrahydroisoquinolin-6-yl)-1H-pyrazol-1-yl)phenyl)ethenesulfonamide